N1C(=NC2=C1C=CC=C2)[C@@H]2N(CC[C@H](C2)N)C (2R,4R)-2-(1H-benzo[d]imidazol-2-yl)-1-methylpiperidin-4-amine